C(#N)N1CC2(C(NC3=CC(=CC=C3C2)C2=C(C=CC=C2)NC(C)=O)=O)CC1 N-(2-(1-Cyano-2'-oxo-1',4'-dihydro-2'H-spiro[pyrrolidine-3,3'-quinolin]-7'-yl)phenyl)acetamide